O1CCC2=C1C=C(C=C2)[C@H](C)N2CCN(CC2)C2=NC=C(C=N2)[S@](=O)(C)=NCC (R)-(2-(4-((S)-1-(2,3-dihydrobenzofuran-6-yl)ethyl)piperazin-1-yl)pyrimidin-5-yl)(ethylimino)(methyl)-λ6-sulfanone